CN1CCN(CC1)C1=CC=C(C=N1)CN (6-(4-methylpiperazin-1-yl)pyridin-3-yl)methanamine